COC1=C(C=CC=C1)C=1C=NOC1C1=C(C=C(C=C1)OCC(=C)C)O 2-[4-(2-methoxyphenyl)-1,2-oxazol-5-yl]-5-(2-methylprop-2-enoxy)phenol